NC1=NC=NC=2N(C3=C(C=C(C=C3C21)C(F)(F)F)C)CC(=O)N2[C@@H]1C[C@@H]1C[C@H]2C(=O)NC2=NC(=CC=C2F)Br (1R,3S,5R)-2-(2-(4-amino-8-methyl-6-(trifluoromethyl)-9H-pyrimido[4,5-b]indol-9-yl)acetyl)-N-(6-bromo-3-fluoropyridin-2-yl)-2-azabicyclo[3.1.0]hexane-3-carboxamide